methyl-6-methoxy-5-nitrobenzo[d]isothiazol-3(2H)-one 1,1-dioxide CN1S(C2=C(C1=O)C=C(C(=C2)OC)[N+](=O)[O-])(=O)=O